NC=1C=C(C=C(C1)C(F)(F)F)[C@@H](C)NC=1C2=C(N=C(N1)N(C)C)C=NC(=C2)N2CCN(CC2)C(C)C (R)-N4-(1-(3-amino-5-(trifluoromethyl)phenyl)ethyl)-6-(4-isopropylpiperazin-1-yl)-N2,N2-dimethylpyrido[3,4-d]pyrimidine-2,4-diamine